NC=1N=NC(=CC1N1C[C@H](CCC1)C1=CC(=C(C(=O)OC)C=C1)C(F)(F)F)Cl |r| rac-Methyl 4-(1-(3-amino-6-chloropyridazin-4-yl)piperidin-3-yl)-2-(trifluoromethyl)benzoate